[3-[[bis(tert-butoxycarbonyl) amino] methyl] cyclobutyl] 4-methylbenzenesulfonate CC1=CC=C(C=C1)S(=O)(=O)OC1CC(C1)CN(C(=O)OC(C)(C)C)C(=O)OC(C)(C)C